(2R,3S,4S,5S)-4-[[3-(3-methoxy-2-methyl-4-pyridinyl)-4,5-dimethyl-5-(trifluoromethyl)tetrahydrofuran-2-carbonyl]amino]pyridine-2-carboxamide COC=1C(=NC=CC1[C@H]1[C@@H](O[C@@]([C@H]1C)(C(F)(F)F)C)C(=O)NC1=CC(=NC=C1)C(=O)N)C